N1(CCOCC1)C=1C(C[C@@H]2CC[C@H]3[C@@H]4CC([C@@H]([C@@]4(C)CC[C@@H]3[C@]2(C1)C)OC(C)=O)C1N(CCC1)CC=C)=O [2-(4-morpholinyl)-3-oxo-17beta-acetoxy-5alpha-androsta-1-en-16-yl]-1-(2-propenyl)pyrrolidine